C1[C@H]([C@@H]([C@H]([C@@H]([C@H]1[NH3+])O[C@@H]2[C@@H]([C@H]([C@@H]([C@H](O2)C[NH3+])O)O)[NH3+])O[C@H]3[C@@H]([C@@H]([C@H](O3)CO)O[C@@H]4[C@@H]([C@H]([C@@H]([C@@H](O4)C[NH3+])O)O)[NH3+])O)O)[NH3+] The molecule is an organic cation obtained by protonation of the six amino groups of framycetin; major species at pH 7.3. It is an ammonium ion derivative and an organic cation. It is a conjugate acid of a framycetin.